C(C1=CC=CC=C1)N1C(C(=CC(=C1)C(=O)NC1CC(C1)C)C(=O)NC)=O 1-benzyl-N3-methyl-N5-(3-methylcyclobutyl)-2-oxo-1,2-dihydropyridine-3,5-dicarboxamide